4-(5-(3-cyano-6-(1-methyl-1H-pyrazol-4-yl)pyrazolo[1,5-a]pyridin-4-yl)pyridin-2-yl)-N-isopropylpiperazine-1-carboxamide C(#N)C=1C=NN2C1C(=CC(=C2)C=2C=NN(C2)C)C=2C=CC(=NC2)N2CCN(CC2)C(=O)NC(C)C